(10-(3,4-Dimethoxyphenyl)decyl)triphenylphosphonium bromide [Br-].COC=1C=C(C=CC1OC)CCCCCCCCCC[P+](C1=CC=CC=C1)(C1=CC=CC=C1)C1=CC=CC=C1